CC([C@@H](C(N1[C@@H](CCC1)C(=O)N1CCCC2=CC=CC=C12)=O)NC(=O)C1=CC2=C(S1)C=CC(=C2)C(F)(F)P(O)(O)=O)(C)C ((2-(((S)-3,3-dimethyl-1-oxo-1-((S)-2-(1,2,3,4-tetrahydroquinoline-1-carbonyl)pyrrolidin-1-yl)butan-2-yl)carbamoyl)benzo[b]thiophen-5-yl)difluoromethyl)phosphonic acid